C(#N)C1=CC=C(C(=O)N[C@H]2C[C@H](CCC2)NC2=CC(=NC3=CC=C(C=C23)F)C(F)(F)F)C=C1 4-cyano-N-[(1R,3S)-3-{[6-fluoro-2-(trifluoromethyl)quinolin-4-yl]amino}cyclohexyl]benzamide